6-(Dibenzylamino)-2-thiaspiro[3.3]heptane 2,2-dioxide C(C1=CC=CC=C1)N(C1CC2(CS(C2)(=O)=O)C1)CC1=CC=CC=C1